((S)-2,2-Difluorocyclopropyl)((1R,5S)-3-(6-(1-methyl-1H-pyrazol-4-yl)pyrazolo[1,5-a]pyrazin-4-yl)-3,8-diazabicyclo[3.2.1]octan-8-yl)methanone FC1([C@@H](C1)C(=O)N1[C@H]2CN(C[C@@H]1CC2)C=2C=1N(C=C(N2)C=2C=NN(C2)C)N=CC1)F